CC1(NC(C2=CC=C(C=C12)NC1=NC=C(C(=O)O)C(=C1)N[C@H](CO)C1=CC=CC=C1)=O)C (S)-6-((3,3-dimethyl-1-oxoisoindolin-5-yl)amino)-4-((2-hydroxy-1-phenylethyl)amino)nicotinic acid